[2-(diethylamino)ethyl]octadecanoamide C(C)N(CCC(C(=O)N)CCCCCCCCCCCCCCCC)CC